1,1-dibromo-1-(nitrophenyl)ethane BrC(C)(C1=C(C=CC=C1)[N+](=O)[O-])Br